2,4,6-trimethylpyridinium tetrafluoroborate F[B-](F)(F)F.CC1=[NH+]C(=CC(=C1)C)C